O[C@@H]1C[C@H](N(C1)C([C@H](C(C)(C)C)N1N=NC(=C1)C1=CC=C(C=C1)OC(C)C)=O)C(=O)NC (2S,4r)-4-hydroxy-1-[(2S)-2-[4-(4-isopropoxyphenyl)triazol-1-yl]-3,3-dimethyl-butyryl]-N-methyl-pyrrolidine-2-carboxamide